tert-butyl (3S)-4-(6-chloro-7-(6-fluorobenzofuran-7-yl)-1-(M)-(2-isopropyl-4-methylpyridin-3-yl)-2-oxo-1,2-dihydropyrido[2,3-d]pyrimidin-4-yl)-3-methylpiperazine-1-carboxylate ClC1=CC2=C(N(C(N=C2N2[C@H](CN(CC2)C(=O)OC(C)(C)C)C)=O)C=2C(=NC=CC2C)C(C)C)N=C1C1=C(C=CC=2C=COC21)F